C1(CC1)C(=O)NC1=CC(=C(N=N1)C(=O)NC([2H])([2H])[2H])NC1=C(C(=CC=C1)C1=NOC(=N1)CCO)OC 6-(cyclopropanecarboxamido)-4-((3-(5-(2-hydroxyethyl)-1,2,4-oxadiazol-3-yl)-2-methoxyphenyl)amino)-N-(methyl-d3)pyridazine-3-carboxamide